CS(=O)(=O)C1=CC=C(CN2N=C(C=C2)C(=O)OC=2C=NC=C(C2)Br)C=C1 5-Bromopyridin-3-yl 1-(4-(methylsulfonyl) benzyl)-1H-pyrazole-3-carboxylate